2-cyclopentanone C1C(CCC1)=O